OC1=CC=C(C=C1)C(CN1C[C@@H]2[C@H](C1)CC(C2)SC2=CC=CC=C2)=O 1-(4-hydroxyphenyl)-2-((3aR,5s,6aS)-5-(phenylthio)hexahydrocyclopenta[c]pyrrol-2(1H)-yl)ethanone